C(C)(C)(C)C=1C=C(C=CC1OCO)O 3-tertiary butyl-4-hydroxymethoxyphenol